C1=CC=CC=2C3=CC=CC=C3C(C12)COC(=O)N[C@@H](CCCNC(=O)N)C(=O)O N-(9-fluorenylmethoxycarbonyl)-L-citrulline